2-amino-4,4'-biphenyl-dicarboxylic acid NC1=C(C=CC(=C1)C(=O)O)C1=CC=C(C=C1)C(=O)O